2-(2-Fluorophenyl)spiro[5,7-dihydropyrazolo[5,1-b][1,3]oxazine-6,3'-oxetane]-3-carboxylic acid FC1=C(C=CC=C1)C1=NN2C(OCC3(COC3)C2)=C1C(=O)O